FC1=CC=C(C=C1)[C@@H]1N(CCC2=CC=CC=C12)C(=O)[C@@H]1OCC([C@H](C1)NC(OC(C)(C)C)=O)=O tert-butyl ((2R,4S)-2-((S)-1-(4-fluorophenyl)-1,2,3,4-tetrahydroisoquinoline-2-carbonyl)-5-oxotetrahydro-2H-pyran-4-yl)carbamate